N2-(cyclohexylmethyl)-6-cyclopropyl-7-phenyl-3,4-dihydropyrrolo[1,2-a]pyrazine-2,8(1H)-dicarboxamide C1(CCCCC1)CNC(=O)N1CC=2N(CC1)C(=C(C2C(=O)N)C2=CC=CC=C2)C2CC2